2-(9,9-dimethyl-9H-fluoren-4-yl)-4,4,5,5-tetramethyl-1,3,2-dioxaborolane CC1(C2=CC=CC=C2C=2C(=CC=CC12)B1OC(C(O1)(C)C)(C)C)C